N,N-Bis(2-hydroxypropyl)-p-toluidin OC(CN(C1=CC=C(C=C1)C)CC(C)O)C